1-hexyl-1H-pyrazol C(CCCCC)N1N=CC=C1